N12NNNNNNNNNNC3CCC3CCCCCCCCCCCCCCCCCCCCCCC2CCC1 undecazatricyclo[36.3.0.012,15]hentetracontane